COC1=CC=C(C=C1)S(=O)(=O)NCCCCCCC(C1=CC=C(C=C1)C(F)(F)F)=O 4-methoxy-N-(7-oxo-7-(4-(trifluoromethyl)phenyl)heptyl)benzenesulfonamide